5-[(2S)-2-[2-(2-benzyloxyethoxy)ethoxy]propoxy]-3-iodo-1-tetrahydropyran-2-yl-pyrazolo[3,4-c]pyridine C(C1=CC=CC=C1)OCCOCCO[C@H](COC=1C=C2C(=CN1)N(N=C2I)C2OCCCC2)C